7-(1-methyl-1H-pyrazol-4-yl)-3,4-dihydro-2H-benzo[1,4]oxazine CN1N=CC(=C1)C1=CC2=C(NCCO2)C=C1